3,5-di-tert-butyl-benzyl bromide C(C)(C)(C)C=1C=C(CBr)C=C(C1)C(C)(C)C